tert-butyl 4-(2-chloro-6-{2-oxa-5-azabicyclo[2.2.1]heptan-5-yl}pyridin-4-yl)piperazine-1-carboxylate ClC1=NC(=CC(=C1)N1CCN(CC1)C(=O)OC(C)(C)C)N1C2COC(C1)C2